Ter-pinen C12=C(C(CC(C1(C)C)C2)C2(C(=C1C(C(C2)C1)(C)C)C)C1C(=C2C(C(C1)C2)(C)C)C)C